C(C1=CC=CC=C1)N1C(C(CC1=O)C1=CC=CC=C1)CC(=O)O 2-(1-benzyl-5-oxo-3-phenylpyrrolidin-2-yl)acetic acid